C(C)(C)(C)OC(NCCC=1C(=NC=CC1Br)Cl)=O N-[2-(4-bromo-2-chloropyridin-3-yl)ethyl]carbamic acid tert-butyl ester